(1-(3-fluoropropyl)pyrrolidin-3-yl)-6-((1s,3r)-3-methyl-2-(2,2,2-trifluoroethyl)-2,3,4,9-tetrahydro-1H-pyrido[3,4-b]indol-1-yl)pyridin-3-amine FCCCN1CC(CC1)C1=NC(=CC=C1N)[C@H]1N([C@@H](CC2=C1NC1=CC=CC=C21)C)CC(F)(F)F